[Ni]=O.[Mn].[Li] lithium MANGANESE NICKEL oxide